ClC=1C=CC2=C(N(C3=C(OC2)C=CC=C3)CCCCN(C(=O)OC(C)(C)C)C(=O)[O-])C1 tert-butyl [4-(3-chlorodibenzo[b,e][1,4]oxazepin-5(11H)-yl)butyl]imidodicarbonate